4-[[4-(4-fluorophenyl)-7-hydroxy-1-oxo-3-tetrahydropyran-4-yl-2-isoquinolyl]methyl]cyclohexanecarboxylic acid FC1=CC=C(C=C1)C1=C(N(C(C2=CC(=CC=C12)O)=O)CC1CCC(CC1)C(=O)O)C1CCOCC1